4-trans-bis(isocyanatomethyl)cyclohexane N(=C=O)CC1(CCCCC1)CN=C=O